C(C)(C)(C)OC(C)=O.CC(C)(C)S(=O)N[C@@H](C)C=1C=NC(=CC1)C 2-Methyl-N-((S)-1-(6-methylpyridin-3-yl)ethyl)propane-2-sulfinamide tert-butyl-acetate